COC1=C(CNC=2C=3N(C4=CC(=C(C=C4N2)F)C(=O)OC)C(=NC3)C)C=CC(=C1)OC methyl 4-((2,4-dimethoxybenzyl) amino)-7-fluoro-1-methylimidazo[1,5-a]quinoxaline-8-carboxylate